NC1=NC=2C=CC=CC2C2=C1NC(N2CC=2SC(=CC2)CN2CCCC2)=O 4-amino-1-((5-(pyrrolidin-1-ylmethyl)thiophen-2-yl)methyl)-1H-imidazo[4,5-c]quinolin-2(3H)-one